6-[2-(benzyloxy)ethyl]-2-tert-butyl-6,7-dihydro-4H-pyrazolo[1,5-a]pyrrolo[3,4-d]pyrimidine C(C1=CC=CC=C1)OCCN1C=C2NC=3N(C=C2C1)N=C(C3)C(C)(C)C